C(C)(C)(C)OC(=O)N1C[C@H](CC1)[C@@H](C(=O)N1C(OC[C@@H]1CC1=CC=CC=C1)=O)CC=1C=CC2=C([C@H](CO2)NC(=O)OCC2=CC=CC=C2)C1 (R)-3-((S)-1-((S)-4-benzyl-2-oxooxazolidin-3-yl)-3-((R)-3-(((benzyloxy)carbonyl)amino)-2,3-dihydrobenzofuran-5-yl)-1-oxopropan-2-yl)pyrrolidine-1-carboxylic acid tert-butyl ester